tert-butyl[2-(4-ethynylcyclohexyl)ethoxy]diphenylsilane C(C)(C)(C)[Si](C1=CC=CC=C1)(C1=CC=CC=C1)OCCC1CCC(CC1)C#C